ClC=1C=C(C=C(C1F)Cl)C1(CC(=NO1)C1=CC(=C(C(=O)NC2=NNC(=N2)SC)C=C1)C)C(F)(F)F 4-(5-(3,5-dichloro-4-fluorophenyl)-5-(trifluoromethyl)-4,5-dihydroisoxazol-3-yl)-2-methyl-N-(5-(methylsulfanyl)-1H-1,2,4-triazol-3-yl)benzamide